2,2'-stilbenedisulfonic acid, sodium salt [Na+].C=1(C(=CC=CC1)S(=O)(=O)[O-])C=CC=1C(=CC=CC1)S(=O)(=O)[O-].[Na+]